(2S)-1-[(2S)-2-[(tert-Butoxycarbonyl)amino]-2-Cyclohexylacetyl]Pyrrolidine-2-carboxylic acid methyl ester COC(=O)[C@H]1N(CCC1)C([C@H](C1CCCCC1)NC(=O)OC(C)(C)C)=O